4-(2'-nitrophenyl)dibenzofuran [N+](=O)([O-])C1=C(C=CC=C1)C1=CC=CC2=C1OC1=C2C=CC=C1